NC[C@@H](C(=O)O)NC(=O)OC(C)(C)C (2S)-3-amino-2-(tert-butoxycarbonylamino)propionic acid